ClF.[K] potassium chlorofluoride salt